4-Butoxyphenylmethanol C(CCC)OC1=CC=C(C=C1)CO